C1(CCC1)C=1C(=NN(C1NC(=O)[C@H]1C(C1)(F)F)C)C1CC(C1)(C)C (S)-N-(4-cyclobutyl-3-(3,3-dimethylcyclobutyl)-1-methyl-1H-pyrazol-5-yl)-2,2-difluoro-cyclopropane-1-carboxamide